C(C1=CC=CC=C1)OCCCCN1CC(C(C1)CCCCO)CCCCO 4,4'-(1-(4-(Benzyloxy)Butyl)Pyrrolidine-3,4-Diyl)Bis(Butan-1-ol)